(1R,2S,5S)-3-((R)-2-methoxybutyryl)-6,6-dimethyl-3-azabicyclo[3.1.0]hexane-2-carboxylic acid CO[C@@H](C(=O)N1[C@@H]([C@H]2C([C@H]2C1)(C)C)C(=O)O)CC